C(C)C1=C(C(=C(C=C1)O)CN)CC diethyl-aminomethylphenol